N-[(5-Cyclopropyl-1,2-oxazol-3-yl)methyl]-2-[(2R)-2,3-dihydro[1,4]dioxino[2,3-b]pyridin-2-ylmethyl]-8-methyl-4,5-dihydro-2H-furo[2,3-g]indazol-7-carboxamid C1(CC1)C1=CC(=NO1)CNC(=O)C1=C(C2=C(CCC3=CN(N=C23)C[C@H]2OC=3C(=NC=CC3)OC2)O1)C